[I-].C[N+](CCCCCCCCCCCCCC)(CCCC(C=CNC)=O)CCCC(C=CNC)=O N-methyl-N,N-bis(6-(methylamino)-4-oxohex-5-en-1-yl)tetradecan-1-aminium iodide